3-(2-hydroxy-propane-2-yl)-5-chloropyridine OC(C)(C)C=1C=NC=C(C1)Cl